FC(C[Te]CCCC)(F)F Butyl (trifluoroethyl) telluride